nitric acid-fluoride [N+](=O)([O-])F